4-(tert-butyl)-1H-pyrazole C(C)(C)(C)C=1C=NNC1